2-(3-chlorophenyl)-2-methyl-N-(1-((2-methylazetidin-1-yl)methyl)cyclopropyl)propanamide ClC=1C=C(C=CC1)C(C(=O)NC1(CC1)CN1C(CC1)C)(C)C